2-(3-methylphenyl)-1H-indene CC=1C=C(C=CC1)C=1CC2=CC=CC=C2C1